N1(C=NC=C1)C1=CC=CC(=N1)N1CCC(CC1)CN1CCN(CC1)C(=O)OC(C)(C)C tert-Butyl 4-((1-(6-(1H-imidazol-1-yl)pyridin-2-yl)piperidin-4-yl)methyl)piperazine-1-carboxylate